ethyl imidazo[1,2-a]pyrimidine-3-carboxylate N=1C=C(N2C1N=CC=C2)C(=O)OCC